[Si](C1=CC=CC=C1)(C1=CC=CC=C1)(C(C)(C)C)OCCCCN 4-[tert-butyl(diphenyl)silyl]oxy-butan-1-amine